C(C)(C)C1CN(CCN1)C1=NC(=C(C(=N1)NC=1C=C2C=NNC2=CC1)C)C N-(2-(3-isopropylpiperazin-1-yl)-5,6-dimethylpyrimidin-4-yl)-1H-indazol-5-amine